NC=1C(=C2C(NC=NC2=CC1)=O)Cl 6-amino-5-chloroquinazolin-4(3H)-one